BrC1=CC(=C(C=C1OC)C1=NC=NS1)I 5-(4-bromo-2-iodo-5-methoxy-phenyl)-1,2,4-thiadiazole